N-(4-fluorophenyl)-6-(4-(trifluoromethyl)phenyl)pyrazine-2-carboxamide FC1=CC=C(C=C1)NC(=O)C1=NC(=CN=C1)C1=CC=C(C=C1)C(F)(F)F